CC1C(=CC2=CC=CC=C12)[Zr+2]C=1C(C2=CC=CC=C2C1)C bis(1-methylindenyl)zirconium(IV)